N-((6-(4-fluorophenyl)-4-(4-(trifluoromethyl)-1H-pyrazol-1-yl)pyridin-3-yl)methyl)acrylamide FC1=CC=C(C=C1)C1=CC(=C(C=N1)CNC(C=C)=O)N1N=CC(=C1)C(F)(F)F